tert-butyl 3-(4-chloro-6-(5-chloropyrazolo[1,5-a]pyridin-3-yl)pyridin-2-yl)piperidine-1-carboxylate ClC1=CC(=NC(=C1)C=1C=NN2C1C=C(C=C2)Cl)C2CN(CCC2)C(=O)OC(C)(C)C